5-chloro-10-cyclopropyl-4-fluoro-2-(methylthio)-9,10-dihydro-8H-7-oxa-1,3,6,10-tetraazacyclohepta[de]naphthalene ClC1=C(C=2N=C(N=C3C2C(=N1)OCCN3C3CC3)SC)F